N1=CC(=CC=C1)CCN 2-(pyridin-3-yl)ethan-1-amine